O=S1(CCC(C2=CC=CC=C12)NC(=O)C=1C=2N(N=CC1)C(=C(N2)COC)C(=O)N)=O N8-(1,1-dioxo-3,4-dihydro-2H-thiochromen-4-yl)-2-(methoxymethyl)imidazo[1,2-b]pyridazine-3,8-dicarboxamide